COC1=CC=C(COC2=NC=3C=CC(=C(C3C=C2)O)C)C=C1 2-((4-methoxybenzyl)oxy)-6-methylquinolin-5-ol